3-(6-morpholino-1H-benzo[d]imidazol-2-yl)-1H-indazole-5-carboxylic acid O1CCN(CC1)C=1C=CC2=C(NC(=N2)C2=NNC3=CC=C(C=C23)C(=O)O)C1